(6aR,9R)-9-methyl-3-(trifluoromethyl)-6,6a,7,8,9,10-hexahydropyrazino[1,2-d]pyrido[3,2-b][1,4]oxazine C[C@H]1NC[C@H]2N(C3=C(OC2)C=C(C=N3)C(F)(F)F)C1